C1(CC1)S(=O)(=O)NC1=NC=CC(=N1)C1(CCCC1)C(=O)NC1=CC=C(C=C1)C1=NC(=CN=C1)OCC 1-(2-(Cyclopropanesulfonamido)pyrimidin-4-yl)-N-(4-(6-ethoxypyrazin-2-yl)phenyl)cyclopentanecarboxamide